(2S,4S)-1-[2-[4-[(8-chloro-5-quinolinyl)oxy]-1-piperidinyl]acetyl]-4-fluoro-pyrrolidine-2-carbonitrile ClC=1C=CC(=C2C=CC=NC12)OC1CCN(CC1)CC(=O)N1[C@@H](C[C@@H](C1)F)C#N